2'-(3-fluoro-4-(trifluoromethyl)benzyl)-1'-oxo-6'-(1H-pyrrol-2-yl)-1',4'-dihydro-2'H-spiro[cyclopentane-1,3'-isoquinoline]-4'-carboxylic acid FC=1C=C(CN2C(C3=CC=C(C=C3C(C23CCCC3)C(=O)O)C=3NC=CC3)=O)C=CC1C(F)(F)F